2-(8-fluoro-2-(4-(trifluoromethyl)phenyl)-2,3-dihydrobenzo[b][1,4]Dioxin-6-yl)-5,5-dimethyl-1,3,2-dioxaborolan FC1=CC(=CC2=C1OC(CO2)C2=CC=C(C=C2)C(F)(F)F)B2OC(CO2)(C)C